BrC=1C(=NC(=CC1)Cl)C(F)F 3-bromo-6-chloro-2-(difluoromethyl)pyridine